1-isopropyl-5-methyl-3-(m-tolyl)-pyrazole-4-ol C(C)(C)N1N=C(C(=C1C)O)C=1C=C(C=CC1)C